IC1=C(SC=2N=C(N=C(C21)SC)C2=CC=CC=C2)C(=O)OCC Ethyl 5-iodo-4-(methylsulfanyl)-2-phenylthieno[2,3-d]pyrimidine-6-carboxylate